5-(3-(((1R,3S)-3-hydroxycyclohexyl)amino)-5-methyl-1,2,4-triazine-6-yl)benzothiophene-4-ol O[C@@H]1C[C@@H](CCC1)NC=1N=NC(=C(N1)C)C1=CC=C2C(C=CS2)=C1O